(S)-1-cyclobutyl-N-(2-(4,4-difluoropiperidin-1-yl)-6-methoxy-7-(3-(pyrrolidin-1-yl)propoxy)quinazolin-4-yl)-N',N'-dimethylmethanediamine C1(CCC1)[C@@H](NC1=NC(=NC2=CC(=C(C=C12)OC)OCCCN1CCCC1)N1CCC(CC1)(F)F)N(C)C